(S)-4-tert-butoxy-2-isopropyl-4-oxo-butyric acid C(C)(C)(C)OC(C[C@H](C(=O)O)C(C)C)=O